5-(2,6-difluoro-4-(2-methyl-2H-indazol-4-yl)benzyl)-N-((1S,2S)-2-hydroxycyclopentyl)-4-oxo-4,5-dihydrothieno[3,2-c]pyridine-7-carboxamide FC1=C(CN2C(C3=C(C(=C2)C(=O)N[C@@H]2[C@H](CCC2)O)SC=C3)=O)C(=CC(=C1)C=1C3=CN(N=C3C=CC1)C)F